N1=C2C(=NC=C1)NC(=C2C=2SC=C(N2)C=2C=C(C=CC2)[C@@]2(CCN1C2=NC=C1)O)[2H] (R)-7-(3-(2-(5H-pyrrolo[2,3-b]pyrazin-7-yl-6-d)thiazol-4-yl)phenyl)-6,7-dihydro-5H-pyrrolo[1,2-a]imidazol-7-Ol